FC(C1=CC=C(C=C1)N1N=NC(=C1COC1=CC=C(N=N1)N1CC[C@H]2CCNC([C@@H]2C1)=O)C)F trans-7-(6-((1-(4-(difluoromethyl)phenyl)-4-methyl-1H-1,2,3-triazol-5-yl)methoxy)pyridazine-3-yl)-octahydro-2,7-naphthyridin-1(2H)-one